trans-rac-N-(2-Chloro-5-(2,2-dichloro-3-(4-fluoro-3-(trifluoromethyl)phenyl)cyclopropane-1-carboxamido)phenyl)-4-(2,2-difluoroacetamido)-2-fluorobenzamide ClC1=C(C=C(C=C1)NC(=O)[C@@H]1C([C@H]1C1=CC(=C(C=C1)F)C(F)(F)F)(Cl)Cl)NC(C1=C(C=C(C=C1)NC(C(F)F)=O)F)=O |r|